((3R,4R)-4-(((6-(cyclopropyl((2-(trifluoromethyl)pyrimidin-5-yl)methyl)amino)-5-fluoropyrimidin-4-yl)amino)methyl)-3-hydroxypiperidin-1-yl)acetamide C1(CC1)N(C1=C(C(=NC=N1)NC[C@@H]1[C@H](CN(CC1)CC(=O)N)O)F)CC=1C=NC(=NC1)C(F)(F)F